CC=1C(=[N+](C=CC1)[O-])OC1=CC(=CC=C1)C(F)(F)F 3-methyl-1-oxido-2-[3-(trifluoromethyl)phenoxy]pyridine